tert-butyl (S)-(1-(4-((tert-butyldimethylsilyl)oxy)-2,5-difluorophenyl)-3-hydroxypropan-2-yl)carbamate [Si](C)(C)(C(C)(C)C)OC1=CC(=C(C=C1F)C[C@@H](CO)NC(OC(C)(C)C)=O)F